CC=1N(C(=CC1)C)C1=NC2=C(N1C)C=C(C=C2C2=C(N(N=C2)C)C2=C(C#N)C=CC=C2)C 2-[4-[2-(2,5-dimethylpyrrol-1-yl)-1,6-dimethyl-benzimidazol-4-yl]-2-methyl-pyrazol-3-yl]benzonitrile